FC=1C(=NC(=CC1)C)SC=1C=2N(C=C(C1)C=1C=NN(C1)[C@@H]1CNCCC1)N=CC2C#N 4-[(3-fluoro-6-methyl-2-pyridyl)sulfanyl]-6-[1-[(3S)-3-piperidyl]pyrazol-4-yl]pyrazolo[1,5-a]pyridine-3-carbonitrile